BrC1=C(N)C=CC(=C1)SC(F)(F)F 2-bromo-4-((trifluoromethyl)thio)aniline